C(C)(C)(C)OC(=O)N[C@H](C(=O)O)CNC(=O)NC1CCC(C2=CC=CC=C12)(C)C (2S)-2-(tert-butoxycarbonylamino)-3-(3-(4,4-dimethyl-1,2,3,4-tetrahydronaphthalen-1-yl)ureido)propionic acid